C(C)(C)(C)S(=O)(=O)C=1C(=CC=2N(C1)C(=CN2)I)OC 6-(tert-Butylsulfonyl)-3-iodo-7-methoxyimidazo[1,2-a]pyridine